(s)-2-(4-methoxyphenyl)-5-(1-(4-methyl-3-(trifluoromethyl)benzyl)piperidin-3-yl)-2,4-dihydro-3H-1,2,4-triazol-3-one COC1=CC=C(C=C1)N1N=C(NC1=O)[C@@H]1CN(CCC1)CC1=CC(=C(C=C1)C)C(F)(F)F